5-(1-phenyl-1H-pyrazol-4-yl)nicotinamide C1(=CC=CC=C1)N1N=CC(=C1)C=1C=NC=C(C(=O)N)C1